3-chloro-N-(3-fluoro-2,6-diisopropylphenylcarbamoyl)-5-(2-hydroxypropan-2-yl)benzenesulfonamide ClC=1C=C(C=C(C1)C(C)(C)O)S(=O)(=O)NC(NC1=C(C(=CC=C1C(C)C)F)C(C)C)=O